CN(C1=NC2=CC=CC=C2C(=C1)C)C1=CC=CC=C1 N,4-dimethyl-N-phenylquinolin-2-amine